P(=O)(OC(C)C)(O)O propane-2-yl dihydrogen phosphate